Chroman-8-yl-[(7S)-2,7-dimethyl-3-(3,4,5-trifluorophenyl)-5,7-dihydro-4H-pyrazolo[3,4-c]pyridin-6-yl]methanone O1CCCC2=CC=CC(=C12)C(=O)N1[C@H](C=2C(CC1)=C(N(N2)C)C2=CC(=C(C(=C2)F)F)F)C